dioleoyl-ethyl-dimethyl-methyl-ammonium sulfate S(=O)(=O)([O-])[O-].C(CCCCCCC\C=C/CCCCCCCC)(=O)C([N+](C)(C)CC)C(CCCCCCC\C=C/CCCCCCCC)=O.C(CCCCCCC\C=C/CCCCCCCC)(=O)C(C(CCCCCCC\C=C/CCCCCCCC)=O)[N+](CC)(C)C